(S)-β-amino-4-(4-pyridyl)-butyric acid N[C@H](CC(=O)O)CC1=CC=NC=C1